C[C@]12C[C@]34C[C@H]1C[C@@H]([C@H]3[C@](C(=O)C=C4)(C)CCC(=O)NC5=C(C=CC(=C5O)C(=O)O)O[C@@H]6[C@H]([C@@H]([C@H]([C@@H](O6)CO)O)O)O)O2 The molecule is a monosaccharide derivative of platensimycin isolated from Streptomyces platensis. It has a role as a bacterial metabolite. It is a cyclic ether, a cyclic ketone, a polycyclic cage, a member of phenols, a monosaccharide derivative, a monocarboxylic acid, an aromatic amide and a monocarboxylic acid amide. It derives from a platensimycin.